C(C1=CC=CC=C1)OC1=NSC(=N1)N1CCN(CC1)CC1=NC2=C(N1C[C@H]1OCC1)C=C(C=C2)C(=O)OC (S)-methyl 2-((4-(3-(benzyloxy)-1,2,4-thiadiazol-5-yl)piperazin-1-yl)methyl)-1-(oxetan-2-ylmethyl)-1H-benzo[d]imidazole-6-carboxylate